C1(CC1)C1=CNC=2N=CN=C(C21)N2C(CN(CC2)C(=O)OC(C)(C)C)C tert-butyl 4-(5-cyclopropyl-7H-pyrrolo[2,3-d]pyrimidin-4-yl)-3-methylpiperazine-1-carboxylate